OCCCCCCC(=O)C1CC=CCC1 hydroxyhexyl-3-cyclohexenyl-formaldehyde